2'-chloro-5'-methoxy-6-methyl-N-(5-((5-methyltetrahydrofuran-3-yl)oxy)-1,3,4-thiadiazol-2-yl)-(4,4'-bipyridine)-3-carboxamide ClC1=NC=C(C(=C1)C1=C(C=NC(=C1)C)C(=O)NC=1SC(=NN1)OC1COC(C1)C)OC